2-(6-bromopyridin-2-yl)propane-1,2-diol BrC1=CC=CC(=N1)C(CO)(C)O